C(C)OC(CCC(=O)C1=NC(=CC(=C1O)Br)C1CCCCC1)=O 4-(4-Bromo-6-cyclohexyl-3-hydroxy-pyridin-2-yl)-4-oxo-butyric acid ethyl ester